C[Hf](C1(C=CC=C1)CCC)(C1(C(=C(C(=C1)C)C)C)C)C dimethyl-(tetramethylcyclopentadienyl)(propylcyclopentadienyl)hafnium